C1(CC1)C1=C(C(=NO1)C1=C(C=CC=C1Cl)Cl)CO[C@H]1[C@@H]2C(N([C@H](C1)C2)C=2C=C1CCC(C1=CC2)C(=O)OC)=O methyl 5-[(1S,4R,5R)-5-[[5-cyclopropyl-3-(2,6-dichlorophenyl)-1,2-oxazol-4-yl]methoxy]-3-oxo-2-azabicyclo[2.2.1]heptan-2-yl]-2,3-dihydro-1H-indene-1-carboxylate